CC1=C(C=C(C=C1)N1CCN(CC1)CCCC(=O)OCC1=CC=CC=C1)C(N[C@H](C)C1=CC=CC2=CC=CC=C12)=O benzyl 4-[4-[4-methyl-3-[[(1R)-1-(1-naphthyl)ethyl]carbamoyl]phenyl]piperazin-1-yl]butanoate